C(C)(C)OC(C(C)(C)OC1=C(C=C(C=C1C)CCC(=O)C1=CC=C(C=C1)SC)C)=O 2-[2,6-dimethyl-4-[3-[4-(methylthio)phenyl]-3-oxo-propyl]phenoxy]-2-methyl-propanoic acid isopropyl ester